3-(thiazol-5-yl)-N-(4-(1-(2,2,2-trifluoroethyl)-1H-pyrazol-4-yl)quinolin-8-yl)benzamide S1C=NC=C1C=1C=C(C(=O)NC=2C=CC=C3C(=CC=NC23)C=2C=NN(C2)CC(F)(F)F)C=CC1